C(N1[C@@H](CCC1)CC1=CNC2=CC=CC=C12)([2H])([2H])[2H] (S)-3-((1-(methyl-d3)-pyrrolidin-2-yl)meth-yl)-1H-indole